C(C)OC(=O)C=1C=C(NC1)C1=CC=C(C=C1)Cl 2-(4-chlorophenyl)Azole-4-carboxylic acid ethyl ester